3-(4-chlorophenyl)-4-phenyl-N-(phenylsulfonyl)-5,6-dihydropyridazine-1(4H)-carboxamide ClC1=CC=C(C=C1)C1=NN(CCC1C1=CC=CC=C1)C(=O)NS(=O)(=O)C1=CC=CC=C1